NC1=NC=C(C(=N1)C1=C(C=2C(NCCC2N1)=O)NC1=C(C(=CC=C1)F)OC)F 2-(2-amino-5-fluoropyrimidin-4-yl)-3-[(3-fluoro-2-methoxyphenyl)amino]-1H,5H,6H,7H-pyrrolo[3,2-c]pyridin-4-one